[(1-methyl-1H-pyrazol-4-yl)methyl]pyridine-4-carboxamide CN1N=CC(=C1)CC1=NC=CC(=C1)C(=O)N